(±)-(1R,3S,4S)-3-amino-4-fluorocyclohexane-1-ol hydrochloride Cl.N[C@H]1C[C@@H](CC[C@@H]1F)O |r|